CC1=CC(=NC2=CC=C(C=C12)NC(=S)NCCCN1CCCC1)N1CCCCC1 1-(4-methyl-2-(piperidin-1-yl)quinolin-6-yl)-3-(3-(pyrrolidin-1-yl)propyl)thiourea